C(C)N1C=[N+](C=C1)C.C(CNC(=O)C1=CC=CC=C1)(=O)[O-] hippuric acid 1-ethyl-3-methylimidazolium salt